CN1N=CC=2C1=NC(=C(C2)CC(=O)OC(C)(C)C)C tert-butyl 2-(1,6-dimethyl-1H-pyrazolo[3,4-b]pyridin-5-yl)acetate